O=C1[C@H]2[C@@H](C(N1C1=CC=C(C=C1)OC1=CC=CC=C1)=O)[C@@](N=C2)(P(OCC)(=O)OCC)C2=CC=CC=C2 |r| diethyl (1RS,3aSR,6aSR)-4,6-dioxo-5-(4-phenoxyphenyl)-1-phenyl-1,3a,4,5,6,6a-hexahydropyrrolo[3,4-c]pyrrole-1-phosphonate